OC1=C(C=C(C=C1C)C(C)(C)C1=CC=C(C=C1)C(C)(C)C1=CC(=C(C(=C1)C)O)C)C α,α'-bis(4-hydroxy-3,5-xylyl)-1,4-diisopropylbenzene